2-amino-7-butyl-9-((2R,3S,4S,5R)-4-fluoro-3-hydroxy-5-(hydroxymethyl)tetrahydrofuran-2-yl)-7,9-dihydro-1H-purine-6,8-dione NC=1NC(C=2N(C(N(C2N1)[C@@H]1O[C@@H]([C@H]([C@H]1O)F)CO)=O)CCCC)=O